tert-butyl but-2-ynoate C(C#CC)(=O)OC(C)(C)C